3-(2-dimethylaminomethyl-1-hydroxycyclohexyl)phenyl 2-(6-methoxy-naphthalene-2-yl)-propionate COC=1C=C2C=CC(=CC2=CC1)C(C(=O)OC1=CC(=CC=C1)C1(C(CCCC1)CN(C)C)O)C